N-Isopropyl-4-methoxy-N-methyl-tryptamine C(C)(C)N(CCC1=CNC2=CC=CC(=C12)OC)C